C[C@H]1CN(C[C@H](N1)C)C=O ((3s,5r)-3,5-dimethylpiperazin-1-yl)methanone